1,3-bis(4-fluorophenyl)-2,4-dioxo-1,2,3,4-tetrahydropyrimidin-5-carboxylic acid FC1=CC=C(C=C1)N1C(N(C(C(=C1)C(=O)O)=O)C1=CC=C(C=C1)F)=O